4-(amino(2-fluoro-4-(trifluoromethyl)phenyl)methyl)-1-methylpyrrolidin-2-one NC(C1CC(N(C1)C)=O)C1=C(C=C(C=C1)C(F)(F)F)F